C[Mg]Br methyl-magnesium bromide